(R)-6-((4-((1-(5-amino-2-fluoro-3-methylphenyl)ethyl)amino)-2-Methylquinazolin-6-yl)(methyl)amino)-2-(2-(dimethylamino)ethyl)pyridazin-3(2H)-one hydrochloride Cl.NC=1C=C(C(=C(C1)[C@@H](C)NC1=NC(=NC2=CC=C(C=C12)N(C=1C=CC(N(N1)CCN(C)C)=O)C)C)F)C